N1N=CC2=C1CN(CC2)C(=O)[O-] 5,7-dihydro-4H-pyrazolo[3,4-c]pyridine-6-carboxylate